1-methyl-(1,2,3,6-tetrahydropyridin-4-yl)-5-oxo-4-(2,4,6-trifluorobenzyl)-4,5-dihydropyrazolo[1,5-a]pyrimidine-6-carboxamide CN1C(C=C2N1C=C(C(N2CC2=C(C=C(C=C2F)F)F)=O)C(=O)N)C=2CCNCC2